((1,4-Dioxan-2-yl)methoxy)-2-cyclopropyl-4,5-dihydro-7H-thieno[2',3':3,4]pyrido[1,2-c]pyrimidin-7-one O1C(COCC1)COC1=C(SC2=C1CCN1C(N=CC=C12)=O)C1CC1